carbazole methylacrylate COC(C=C)=O.C1=CC=CC=2C3=CC=CC=C3NC12